germanium-arsenic-tellurium [Te].[As].[Ge]